C(C)OC(=O)C=1N=C(OC1C1=C(C=CC=C1)[N+](=O)[O-])C1=CC=C(C=C1)C(C)(C)C 2-(4-(tert-butyl)phenyl)-5-(2-nitrophenyl)Oxazole-4-carboxylic acid ethyl ester